2-(2-methyl-1,2,3,4-tetrahydroisoquinolin-7-yl)-5H-pyrrolo[2,3-b]pyridine CN1CC2=CC(=CC=C2CC1)C1=CC=2C(N=CCC2)=N1